2-(4,6-dichloro-5-methoxypyrimidin-2-yl)-4-methylthiazole ClC1=NC(=NC(=C1OC)Cl)C=1SC=C(N1)C